CSCC(S)=O 2-(methylthio)ethanethioic S-acid